tert-butyl (3-chloro-4-(prop-2-yn-1-yloxy)phenyl)carbamate ClC=1C=C(C=CC1OCC#C)NC(OC(C)(C)C)=O